COC(CC(CC1=C(C=CC(=C1)Br)[N+](=O)[O-])=O)=O methyl-4-(5-bromo-2-nitrophenyl)-3-oxobutyrate